4-(3,5-dimethyl-1,2-oxazol-4-yl)-N-[(2S)-2-(morpholin-4-yl)propyl]-2-nitroaniline CC1=NOC(=C1C1=CC(=C(NC[C@H](C)N2CCOCC2)C=C1)[N+](=O)[O-])C